2-propeneamide C(C=C)(=O)N